OC(C(=O)O[C@H]1[C@H](NC[C@@H]1O)CC1=CC=C(C=C1)OC)(C)C (2R,3S,4S)-4-hydroxy-2-[(4-methoxyphenyl)methyl]pyrrolidin-3-yl 2-hydroxy-2-methylpropanoate